N1=C(C=CC=C1)C=1C2=CC=C(N2)C(=C2C=CC(C(=C3C=CC(=C(C=4C=CC1N4)C4=NC=CC=C4)N3)C3=NC=CC=C3)=N2)C2=NC=CC=C2 5,10,15,20-tetra(2-pyridyl)porphyrin